methyl 4-fluoro-α-cyanocinnamate FC1=CC=C(C=C(C(=O)OC)C#N)C=C1